4-((1-(4-(2-(2-Aminopyridin-3-yl)-5-(fluoromethyl)-3H-imidazo[4,5-b]pyridin-3-yl)benzyl)piperidin-4-yl)amino)pyrimidine-2-carbonitrile NC1=NC=CC=C1C1=NC=2C(=NC(=CC2)CF)N1C1=CC=C(CN2CCC(CC2)NC2=NC(=NC=C2)C#N)C=C1